C(C1=CC=CC=C1)C1=NN=C2N1C1=C(C(=C(C=C1NC2(C)C)F)C=2C=C(C=C1C(=CNC21)C)F)F 1-Benzyl-7,9-difluoro-8-(5-fluoro-3-methyl-1H-indol-7-yl)-4,4-dimethyl-5H-[1,2,4]triazolo[4,3-a]quinoxaline